C(CC)C1C(C1)C(=O)O 2-PROPYLCYCLOPROPANE-1-CARBOXYLIC ACID